FC(C1=CC=C(C=C1)C=1N=C(SC1)N)(F)F (4-(trifluoromethyl)phenyl)thiazol-2-amine